C(C)(C)(C)OC(=O)N1[C@H](C[C@H](CC1)C1=CC=CC=C1)C(=O)N[C@H](C(=O)N)C (S)-2-((2R,4S)-1-(tert-butoxycarbonyl)-4-phenylpiperidine-2-carboxamido)propanamide